OCCNCCCCCCCC(=O)OCCCCCCCCC nonyl 8-(2-hydroxyethylamino)octanoate